3,4-difluorobenzenethiol Tert-butyl-4-(4,5-difluoro-3-methoxypyridin-2-yl)piperazine-1-carboxylate C(C)(C)(C)C1N(CCN(C1)C1=NC=C(C(=C1OC)F)F)C(=O)O.FC=1C=C(C=CC1F)S